methyl-2-(2,4,7-trimethyl-1,3-dioxo-1,2,3,4-tetrahydroisoquinolin-4-yl)acetate COC(CC1(C(N(C(C2=CC(=CC=C12)C)=O)C)=O)C)=O